Cl.C[C@H]1[C@H](CNCC1)O (3R,4R)-4-methylpiperidin-3-ol hydrochloride